(1S,2S,4R)-N-[(1S)-1-cyano-2-[2-fluoro-4-(3-methylsulfonylphenyl)phenyl]ethyl]-3-azabicyclo[2.2.1]heptane-2-carboxamide C(#N)[C@H](CC1=C(C=C(C=C1)C1=CC(=CC=C1)S(=O)(=O)C)F)NC(=O)[C@@H]1[C@H]2CC[C@@H](N1)C2